C=1N=CN2C1C(=CC=C2)C(=O)N2C[C@H]([C@@H](CC2)C2=CC=CC=C2)NC([C@@H](CCC(C)C)NC(OC(C)(C)C)=O)=O tert-butyl ((R)-1-(((3S,4S)-1-(imidazo[1,5-a]pyridine-8-carbonyl)-4-phenylpiperidin-3-yl)amino)-5-methyl-1-oxohexan-2-yl)carbamate